CC1=CN=C(N=N1)S(=O)C 6-methyl-3-(methylsulfinyl)-1,2,4-triazine